4-(((2-(3,5-bis(trifluoromethyl)benzyl)-1-oxo-2,3-dihydro-1H-inden-5-yl)oxy)methyl)-benzoic acid FC(C=1C=C(CC2C(C3=CC=C(C=C3C2)OCC2=CC=C(C(=O)O)C=C2)=O)C=C(C1)C(F)(F)F)(F)F